CN([C@@H]1[C@H](CCCC1)OC1=NC=C(N=C1)C1=NC=CC=C1)C (1S,2S)-N,N-dimethyl-2-((5-(pyridin-2-yl)pyrazin-2-yl)oxy)cyclohexan-1-amine